1,2,3,5,6-pentafluorobenzene FC1=C(C(=CC(=C1F)F)F)F